ClC1=CC(=C(C=C1)C1=CC=C(C=C1)C(=O)O)F 4'-chloro-2'-fluoro-[1,1'-biphenyl]-4-carboxylic acid